tert-butyl 3-(7-(3-chloro-2-cyclopropyl-5-hydroxyphenyl)-8-fluoro-2-((1-formylcyclopropyl) methoxy) pyrido[4,3-d]pyrimidin-4-yl)-3,8-diazabicyclo[3.2.1]octane-8-carboxylate ClC=1C(=C(C=C(C1)O)C1=C(C=2N=C(N=C(C2C=N1)N1CC2CCC(C1)N2C(=O)OC(C)(C)C)OCC2(CC2)C=O)F)C2CC2